CC1(C=CC2=C(O1)C=CC(=C2O)[C@H]3CC4=C(C=C(C=C4)O)OC3)C The molecule is a member of the class of hydroxyisoflavans that is (3R)-3,4-dihydro-2H,2'H-3,6'-bichromene substituted by two methyl groups at positions 2' and 2' and hydroxy groups at positions 5' and 7 respectively. It has a role as a plant metabolite.